N-(7-chloro-6-(1-((3S,4S)-4-fluoro-3-methyltetrahydrofuran-3-yl)piperidin-4-yl)isoquinolin-3-yl)-2-(tetrahydro-2H-pyran-4-yl)cyclopropane-1-carboxamide ClC1=C(C=C2C=C(N=CC2=C1)NC(=O)C1C(C1)C1CCOCC1)C1CCN(CC1)[C@]1(COC[C@H]1F)C